ClC1=C2C(=NC=C1OC1=CC(=NC=C1)NC(CF)=O)N=C(N2C)NC=2C(N(C=C(C2)C(F)(F)F)C)=O N-(4-((7-chloro-1-methyl-2-((1-methyl-2-oxo-5-(trifluoromethyl)-1,2-dihydropyridin-3-yl)amino)-1H-imidazo[4,5-b]pyridin-6-yl)oxy)pyridin-2-yl)-2-fluoroacetamide